2-[3-(2-fluoroethyl)[1,4'-bipiperidin]-1'-yl]-1,3-thiazole-5-carboxamide FCCC1CN(CCC1)C1CCN(CC1)C=1SC(=CN1)C(=O)N